FC(CN1N=C(C=C1C1C2CC(CC12)=O)C(F)(F)F)F 6-[2-(2,2-difluoroethyl)-5-(trifluoromethyl)pyrazol-3-yl]bicyclo[3.1.0]hexan-3-one